5-chloro-7-(2-chloro-5-fluoropyrimidin-4-yl)-1-isopropyl-N-methyl-4-oxo-1,4-dihydroquinoline-2-carboxamide ClC1=C2C(C=C(N(C2=CC(=C1)C1=NC(=NC=C1F)Cl)C(C)C)C(=O)NC)=O